N,N-diallyl-methyl-amine C(C=C)N(CC=C)C